S1C2=C(C=CC=C2)C2=C1C=CC=1C=C3C=CC=4C=C5C=CC=CC5=CC4C3=CC21 benzothienopentaphene